{4-[(3-fluorobenzyl)amino]-7-methyl-7H-pyrrolo[2,3-d]pyrimidin-2-yl}amino-N-(piperidin-3-yl)benzamide FC=1C=C(CNC=2C3=C(N=C(N2)NC2=C(C(=O)NC4CNCCC4)C=CC=C2)N(C=C3)C)C=CC1